FC1=CC=C(C=C1)C=1C(C(=CN(C1C)C(C)C)C(=O)NC1=CC=C(C=C1)OC1=CC=NC2=CC=C(N=C12)OC)=O 5-(4-Fluorophenyl)-N-[4-[(6-methoxy-1,5-naphthyridin-4-yl)oxy]phenyl]-6-methyl-4-oxo-1-propan-2-ylpyridine-3-carboxamide